C1(=CC=CC2=CC=CC=C12)C1=C(N)C=CC=C1 2-(naphthalen-1-yl)aniline